methylbenzotriazole-aldehyde CC1=C(C2=C(NN=N2)C=C1)C=O